tert-butyl (S)-3-(2,3-dichloro-6-fluorophenyl)-3-((8-fluoro-3-methyl-4-oxo-3,4-dihydroquinazolin-6-yl)amino)pyrrolidine-1-carboxylate ClC1=C(C(=CC=C1Cl)F)[C@@]1(CN(CC1)C(=O)OC(C)(C)C)NC=1C=C2C(N(C=NC2=C(C1)F)C)=O